FC(C(=O)O)(F)F.[C@H]12N(CCN[C@H]2CC1)C=1C(C=2C(=NC=C(N2)Br)NC1CC)=O 7-((1S,6S)-2,5-diazabicyclo[4.2.0]octan-2-yl)-2-bromo-6-ethylpyrido[2,3-b]pyrazin-8(5H)-one trifluoroacetate